ClC1=C(C=C(C=C1CO)Cl)S(=O)(=O)NC1=C(C(=C(C=C1)F)C=1C=C2C=NC(=NC2=CC1)NCCO)F 2,5-dichloro-N-(2,4-difluoro-3-(2-((2-hydroxyethyl)amino)quinazolin-6-yl)phenyl)-3-(hydroxymethyl)benzenesulfonamide